C(CCC)C(C=CCCOCC1=CC=CC=C1)CCCCCC (((5-butylundec-3-en-1-yl)oxy)methyl)-benzene